(6-((2-((4-((2-(dimethylamino)ethyl)(methyl)amino)-2-methoxy-5-(1-methyl-1H-pyrazol-4-yl)phenyl)amino)-7H-pyrrolo[2,3-d]pyrimidin-4-yl)amino)quinoxalin-5-yl)dimethylphosphine oxide CN(CCN(C1=CC(=C(C=C1C=1C=NN(C1)C)NC=1N=C(C2=C(N1)NC=C2)NC=2C(=C1N=CC=NC1=CC2)P(C)(C)=O)OC)C)C